1H-quinoline-2,4-dione N1C(CC(C2=CC=CC=C12)=O)=O